3-(5-((4-((5-chloro-4-(5-(cyclopropylmethyl)-1-methyl-1H-pyrazol-4-yl)pyrimidin-2-yl)amino)piperidin-1-yl)methyl)-6-fluoro-1-oxoisoindolin-2-yl)piperidine-2,6-dione ClC=1C(=NC(=NC1)NC1CCN(CC1)CC=1C=C2CN(C(C2=CC1F)=O)C1C(NC(CC1)=O)=O)C=1C=NN(C1CC1CC1)C